ClC1=C(C=CC=C1)C1=CC=C(C=C1)Cl 2,4'-dichloro-[1,1'-biphenyl]